(1R,2S,3R,5R)-3-{4-aminopyrrolo[2,3-d]pyrimidin-7-yl}-5-(1H-pyrazol-4-yl)cyclopentane-1,2-diol NC=1C2=C(N=CN1)N(C=C2)[C@H]2[C@@H]([C@@H]([C@H](C2)C=2C=NNC2)O)O